FC(C1=NN(C(=C1)C)CC(=O)N1CCC(CC1)C1=CC(=NC=C1)C(=O)NC1CCCC2=CC=CC=C12)F 4-[1-[2-[3-difluoromethyl-5-methyl-pyrazol-1-yl]acetyl]-4-piperidinyl]-N-tetrahydronaphthalene-1-yl-pyridine-2-carboxamide